6-[(4-fluorophenyl)methyl]-3-(4-pyridyl)imidazo[1,2-b]pyridazine FC1=CC=C(C=C1)CC=1C=CC=2N(N1)C(=CN2)C2=CC=NC=C2